COC(\C=C\CC[C@@H](C(=O)NC=1C(N(C=CC1)CC12CC3CC(CC(C1)C3)C2)=O)NC(=O)C=2OC3=C(C2C)C=CC=C3)=O (S,E)-Methyl-7-(1-(1-adamantylmethyl)-2-oxo-1,2-dihydropyridin-3-ylamino)-6-(3-methylbenzofuran-2-carboxamido)-7-oxohept-2-enoat